C1(=CC=CC=2CCCCC12)C(C)C=1N=CNC1 4-(1-(5,6,7,8-tetrahydronaphthalen-1-yl)ethyl)-1H-imidazole